FC1(CCN(CC1)C(=O)NC=1N=C2N(C=C(C=C2)C2=CC(=NC=C2)C)C1)F 4,4-difluoro-N-(6-(2-methylpyridin-4-yl)imidazo[1,2-a]pyridin-2-yl)piperidine-1-carboxamide